1-(2-(3,8-diazabicyclo[3.2.1]octan-8-yl)-6,7-dihydrothiazolo[5,4-c]pyridin-5(4H)-yl)-2-(bicyclo[2.2.1]heptan-1-yl)ethan-1-one C12CNCC(CC1)N2C=2SC=1CN(CCC1N2)C(CC21CCC(CC2)C1)=O